3-hydroxystilbene OC=1C=C(C=CC1)C=CC1=CC=CC=C1